3-[[(5-bromooxazolo[4,5-b]pyridin-2-yl)amino]methyl]cyclobutanol BrC1=CC=C2C(=N1)N=C(O2)NCC2CC(C2)O